(2E)-2,3-dibromo-1,4-bis(trimethylsilyloxy)but-2-ene Br\C(\CO[Si](C)(C)C)=C(/CO[Si](C)(C)C)\Br